(Z)-2-((dimethylamino)methyl)-2-(hydroxymethyl)propane-1,3-diyl dioleate C(CCCCCCC\C=C/CCCCCCCC)(=O)OCC(COC(CCCCCCC\C=C/CCCCCCCC)=O)(CO)CN(C)C